CC(CC(=O)O)N DL-3-AMINOBUTYRIC ACID